4-isocyanatobenzoyloxysodium N(=C=O)C1=CC=C(C(=O)O[Na])C=C1